Tert-butyl 1-((2-(2,6-dioxopiperidin-3-yl)-1,3-dioxoisoindolin-4-yl)oxy)-2-oxo-6,9,12-trioxa-3-azapentadecan-15-oate O=C1NC(CCC1N1C(C2=CC=CC(=C2C1=O)OCC(NCCOCCOCCOCCC(=O)OC(C)(C)C)=O)=O)=O